1-(2,3,7-trimethyloctahydronaphthalen-4a(2H)-yl)ethan-1-one CC1CC2CC(CCC2(CC1C)C(C)=O)C